Cl.COC1=NC(=NC(=N1)OC)C1(C=CC=C2N=NN=C21)C 4-(4,6-dimethoxy-1,3,5-triazin-2-yl)-4-methylbenzotriazole hydrochloride